N2-[4-bromo-3-[[tert-butyl(dimethyl)silyl]oxymethyl]-5-chloro-phenyl]-N4-(1-ethylpropyl)-5-methyl-pyrimidine-2,4-diamine BrC1=C(C=C(C=C1Cl)NC1=NC=C(C(=N1)NC(CC)CC)C)CO[Si](C)(C)C(C)(C)C